5-(4-((5-chloro-2-ethyl-3-oxo-4H-quinoxalin-6-yl)methyl)piperazin-1-yl)-N-(methyl-d3)pyridine-2-carboxamide ClC1=C2NC(C(=NC2=CC=C1CN1CCN(CC1)C=1C=CC(=NC1)C(=O)NC([2H])([2H])[2H])CC)=O